[N+](=O)([O-])[O-].S(=O)(=O)(O)O.[Na+] sodium sulfate (nitrate)